amino-2-methylpropanol NC(C(C)C)O